BrC=1C(=NC=CC1)/N=C/N(C)C (E)-N'-(3-bromopyridin-2-yl)-N,N-dimethylformimidamide